ClC=1C2=C(C(N(C1)C1=CC(=CC(=C1)C1(CC(C1)C)C1=NN=CN1C)NCC)=O)NC(=C2)CN2C[C@H](CCC2)C 4-Chloro-6-(3-(ethylamino)-5-((1S,3R)-3-methyl-1-(4-methyl-4H-1,2,4-triazol-3-yl)cyclobutyl)phenyl)-2-(((S)-3-methylpiperidin-1-yl)methyl)-1H-pyrrolo[2,3-c]pyridin-7(6H)-one